N(=[N+]=[N-])CCOCCOC1=C2C(N(C(C2=CC=C1)=O)C1C(NC(CC1)=O)=O)=O 4-(2-(2-azidoethoxy)ethoxy)-2-(2,6-dioxopiperidin-3-yl)isoindole-1,3-dione